C1CC12N(CCNC2)C=2C=CC=1N(C(C=CN1)=O)C2 7-(4,7-diazaspiro[2.5]octan-4-yl)-4H-pyrido[1,2-a]pyrimidin-4-one